FC1=C(CN2C(N(N=C2)C2=CC(=C(C=C2)OC2=C(N=C(S2)N2CC(C2)(C)O)C(F)F)F)=O)C(=CC=C1)F 4-(2,6-Difluorobenzyl)-2-(4-((4-(difluoromethyl)-2-(3-hydroxy-3-methylazetidin-1-yl)thiazol-5-yl)oxy)-3-fluorophenyl)-2,4-dihydro-3H-1,2,4-triazol-3-one